C[Si](C)(C)OS(=O)(=O)C(F)(F)F.CC1C(=CCN(C1)C(=O)OC(C)(C)C)O[Si](C)(C)C Tert-butyl 5-methyl-4-(trimethylsilyloxy)-5,6-dihydropyridine-1(2H)-carboxylate Trimethylsilyl-trifluoromethanesulfonate